(E)-N-(3-(4-Chlorostyryl)-1-methyl-1H-pyrrolo[2,3-b]pyridin-5-yl)ethenesulfonamide ClC1=CC=C(/C=C/C2=CN(C3=NC=C(C=C32)NS(=O)(=O)C=C)C)C=C1